9-(4-nitrophenyl)-2,6,9-triazaspiro[4.5]decane-7,10-dione [N+](=O)([O-])C1=CC=C(C=C1)N1CC(NC2(CCNC2)C1=O)=O